FC(CC1=CC=C(C=C1)N1N=C(C=C1C(C)C)N1CCN(CC1)CCN1CCOCC1)F 4-[2-[4-[1-[4-(2,2-difluoroethyl)phenyl]-5-isopropyl-pyrazol-3-yl]piperazin-1-yl]ethyl]morpholine